FC(C(=O)O)(F)F.NCCCCCCCNC(=O)C=1C=C(C=CC1)NC(=O)C1=CC=C(CN(C(=O)C=2C=CC3=C(OCC(N3)=O)C2)C2CC2)C=C1 N-(4-((3-((7-aminoheptyl)carbamoyl)phenyl)carbamoyl)benzyl)-N-cyclopropyl-3-oxo-3,4-dihydro-2H-benzo[b][1,4]oxazine-7-carboxamide 2,2,2-trifluoroacetate